P(=O)(O)(O)Cl.C1(=CC=CC=C1)N([C@@H](C)C(=O)O)CC1=CC=CC=C1 phenyl-(benzyl-L-alanine) chlorophosphate